(6-(allyloxy)-2,3-dichlorophenyl)-2,5,6,7-tetrahydro-3H-pyrrolo[2,1-c][1,2,4]triazol-3-one C(C=C)OC1=CC=C(C(=C1N1N=C2N(C1=O)CCC2)Cl)Cl